CC1=NC=2N(CC1)N=CC2C(C2=CC=CC=C2)(N2N=CC=C2)C(F)(F)F 5-methyl-3-(trifluoromethyl-(1H-pyrazol-1-yl)benzyl)-6,7-dihydropyrazolo[1,5-a]pyrimidin